C(#C)[C@H]1N(CCC1)C(=O)OC(C)(C)C tert-butyl (S)-2-ethynylpyrrolidin-1-carboxylate